2,2,2-Trifluoroethyl 4,5-difluoro-2-((pyrazolo[1,5-a]pyrimidine-3-carboxamido)methyl)benzofuran-7-carboxylate FC1=C(C=C(C2=C1C=C(O2)CNC(=O)C=2C=NN1C2N=CC=C1)C(=O)OCC(F)(F)F)F